C(CCCCCCC\C=C/C\C=C/CCCCC)N(CC(C)N(CCCCCCCC\C=C/C\C=C/CCCCC)CC(CN)O)CC(C)N(CC(CN)O)CCCCCCCC\C=C/C\C=C/CCCCC Linoleyl-bis(N-linoleyl-N-(2-hydroxy-3-aminopropyl)-2-aminopropyl)amine